4-cyano-N-(4-methyl-3-((3-(9-(tetrahydro-2H-pyran-2-yl)-9H-purin-6-yl)pyridin-2-yl)amino)phenyl)-5-(trifluoromethyl)picolinamide C(#N)C1=CC(=NC=C1C(F)(F)F)C(=O)NC1=CC(=C(C=C1)C)NC1=NC=CC=C1C1=C2N=CN(C2=NC=N1)C1OCCCC1